1,4-bis(isocyanatomethyl)-2,3,5,6-tetrachlorobenzene N(=C=O)CC1=C(C(=C(C(=C1Cl)Cl)CN=C=O)Cl)Cl